C1(CC1)C=1N=C2N(C=CC=C2C2=CC3=C(N(C(=N3)C)C)C=C2C(F)(F)F)C1C(=O)C1=CC(=C(C(=C1)F)F)F (2-cyclopropyl-8-(1,2-dimethyl-6-(trifluoromethyl)-1H-benzo[d]imidazol-5-yl)imidazo[1,2-a]pyridin-3-yl)(3,4,5-trifluorophenyl)methanone